CN([C@@H]1CN(CCC1)C=1SC=C(N1)CC)C 2-[(3S)-3-(dimethylamino)piperidin-1-yl]-4-ethyl-1,3-thiazole